tert-butyl 4-[2-[2-[2-[(4-aminophenyl) sulfonylamino]ethoxy]ethoxy]ethoxy]piperidine-1-carboxylate NC1=CC=C(C=C1)S(=O)(=O)NCCOCCOCCOC1CCN(CC1)C(=O)OC(C)(C)C